CC1(COC2(CN(C2)C(=O)OCC2=CC=CC=C2)OC1)C benzyl 7,7-dimethyl-5,9-dioxa-2-azaspiro[3.5]nonane-2-carboxylate